(S)-6-bromo-2-(2,5-dimethyl-1-(4-morpholinophenyl)-1H-pyrrol-3-yl)-N-(1-(ethylsulfonyl)pyrrolidine-3-yl)-3H-imidazo[4,5-b]pyridine-7-amine BrC=1C(=C2C(=NC1)NC(=N2)C2=C(N(C(=C2)C)C2=CC=C(C=C2)N2CCOCC2)C)N[C@@H]2CN(CC2)S(=O)(=O)CC